N(=[N+]=[N-])C[C@H]1CN(C(O1)=O)C=1C=CC=2OCC(NC2N1)=O (R)-6-(5-(azidomethyl)-2-oxoOxazolidin-3-yl)-2H-pyrido[3,2-b][1,4]Oxazin-3(4H)-one